tert-Butyl 4-[4-[2-[[2-(2,6-dioxo-3-piperidyl)-1-oxo-isoindolin-4-yl]amino]ethoxy]-1-piperidyl]piperidine-1-carboxylate O=C1NC(CCC1N1C(C2=CC=CC(=C2C1)NCCOC1CCN(CC1)C1CCN(CC1)C(=O)OC(C)(C)C)=O)=O